tin nitrilotriacetic acid N(CC(=O)O)(CC(=O)O)CC(=O)O.[Sn]